2,7-diazafluorene C1=NC=CC=2C3=CC=NC=C3CC12